3-(4'-(tert-butyl)-[1,1'-biphenyl]-4-yl)hex-4-ynoic acid C(C)(C)(C)C1=CC=C(C=C1)C1=CC=C(C=C1)C(CC(=O)O)C#CC